FC(C(C(F)(F)F)(OCCC[Si](Cl)(Cl)Cl)F)(F)F (Heptafluoroisopropoxy)propyltrichlorosilane